Ethyl-7-[[3-[(3R)-3-hydroxybutyl]-1-methyl-2-oxo-benzimidazol-5-yl] amino]pyrazolo[1,5-a]pyrimidin-5-carboxylat C(C)OC(=O)C1=NC=2N(C(=C1)NC1=CC3=C(N(C(N3CC[C@@H](C)O)=O)C)C=C1)N=CC2